F[C@@]12[C@@H](CNCC1)CN(C2=O)C=2C=C(C(=O)O)C=C(C2)C 3-((3aS,7aR)-7a-fluoro-1-oxooctahydro-2H-pyrrolo[3,4-c]pyridin-2-yl)-5-methylbenzoic acid